1-octadecyl-2-(6Z,9Z,12Z,15Z-octadecatetraenoyl)-glycero-3-phosphocholine CCCCCCCCCCCCCCCCCCOC[C@H](COP(=O)([O-])OCC[N+](C)(C)C)OC(=O)CCCC/C=C\C/C=C\C/C=C\C/C=C\CC